5-(trans-2-((cyclopropylmethyl)amino)-cyclopropyl)-N-(4,4-difluorocyclohexyl)-thiophene-2-carboxamide C1(CC1)CN[C@H]1[C@@H](C1)C1=CC=C(S1)C(=O)NC1CCC(CC1)(F)F